Tert-butyl 1-(1-(2,6-dioxopiperidin-3-yl)-2,5-dioxo-2,5-dihydro-1H-pyrrol-3-yl)azetidine-3-carboxylate O=C1NC(CCC1N1C(C(=CC1=O)N1CC(C1)C(=O)OC(C)(C)C)=O)=O